6-bromo-3-(2-iodoethyl)-1-(4-methoxybenzyl)-3,4-dihydroquinolin-2(1H)-one BrC=1C=C2CC(C(N(C2=CC1)CC1=CC=C(C=C1)OC)=O)CCI